Cl.[C@H]12CNC[C@H](CC1)O2 (1R,5S)-8-oxa-3-Azabicyclo[3.2.1]octane hydrochloride